tert-butyl (1-(4-ethynyl-2-hydroxyphenyl)ethyl)carbamate C(#C)C1=CC(=C(C=C1)C(C)NC(OC(C)(C)C)=O)O